C(C)(C)(C)OC(=O)N[C@@H]1CNC[C@H](C1)C (3s,5s)-3-(t-butoxycarbonylamino)-5-methylpiperidine